C1OCCN2C1NN1C(C2=O)=CC(C=C1)=O 3,4,12,12a-tetrahydro-1H-[1,4]Oxazino[3,4-c]Pyrido[2,1-f][1,2,4]Triazine-6,8-dione